FC(OC1=CC(=NN1)NC1=CN=C2C(=N1)N(C=C2)C[C@@H]2CNCCC2)F (S)-N-(5-(difluoromethoxy)-1H-pyrazol-3-yl)-5-(piperidin-3-ylmethyl)-5H-pyrrolo[2,3-b]pyrazin-3-amine